ClC=1C(=CC(=C(C1)C1=NC=CC(=N1)NC1=NC(=NC=C1)NC1=CC=C(C=C1)N1CCC(CC1)N1CCN(CC1)C)F)F N4-[2-(5-chloro-2,4-difluoro-phenyl)pyrimidin-4-yl]-N2-[4-[4-(4-methylpiperazin-1-yl)-1-piperidyl]phenyl]pyrimidine-2,4-diamine